FC(C(=O)O)(F)F.C1(=CC=CC2=CC=CC=C12)CNC(C[C@H](C)C(C(=O)N)CCC(=O)N)=O ((S)-4-((naphthalen-1-ylmethyl)amino)-4-oxobutan-2-yl)glutaramide 2,2,2-trifluoroacetate